1,4-Di(2-Thienyl)Naphthalene S1C(=CC=C1)C1=CC=C(C2=CC=CC=C12)C=1SC=CC1